(e)-3-(cyclohex-1-en-1-yl)-8-(4-(dimethylamino)but-2-enoyl)-3,8-diazabicyclo[3.2.1]octan-2-one C1(=CCCCC1)N1C(C2CCC(C1)N2C(\C=C\CN(C)C)=O)=O